The molecule is an organooxygen compound and an organonitrogen compound. It has a role as a metabolite. It derives from a delta-amino acid. CC1(CC(=O)C2=C(O1)C=CC3=C2NC(=O)[C@]34C[C@]5(C[NH+]6CCC[C@H]6C[C@@H]5C4(C)C)[N+](=O)[O-])C